3,4-dibromo-5-menthoxyfuranone BrC1C(OC(=C1Br)OC1CC(CCC1C(C)C)C)=O